N=1C=NN2C=NC(=CC21)OC2=C(C=C(C=C2)NC2=NC=NC1=CC(=C(C=C21)OC2CC1CCC(C2)N1C(C=C)=O)OC)C 1-(exo-3-((4-((4-([1,2,4]Triazolo[1,5-c]pyrimidin-7-yloxy)-3-meth-ylphenyl)amino)-7-methoxyquinazolin-6-yl)oxy)-8-azabicyclo[3.2.1]octan-8-yl)prop-2-en-1-one